N(CCO)(CCO)CCO.C(CCCCCCC\C=C/C\C=C/CCCCC)(=O)O linoleic acid triethanolamine salt